The molecule is a saturated organic heteromonocyclic parent that is cycloheptane in which one of the methylene groups is replaced by oxygen. It is a saturated organic heteromonocyclic parent and a cyclic ether. C1CCCOCC1